C1=CC2=C(C=C1Cl)C=C(N2)C(=O)NCCOCCOCCNC(=O)C3=CC4=C(N3)C=CC(=C4)Cl bis[5-chloro-1H-indol-2-YL-carbonyl-aminoethyl]-ethylene glycol